2-chloro-N-(5-chloro-6-(2H-1,2,3-triazol-2-yl)pyridin-3-yl)-8,8-bis(hydroxymethyl)-7,8-dihydro-6H-cyclopenta[e]pyrazolo[1,5-a]pyrimidine-6-carboxamide ClC1=NN2C(N=CC3=C2C(CC3C(=O)NC=3C=NC(=C(C3)Cl)N3N=CC=N3)(CO)CO)=C1